ClC=1C=C2C(N(C(=NC2=C(C1)F)[C@H]1CN(CCC1)CCO)C)=O (R)-6-chloro-8-fluoro-2-(1-(2-hydroxyethyl)piperidin-3-yl)-3-methylquinazolin-4(3H)-one